4-(3-dimethylaminopropyl)-1,2,4-triazolidine-3,5-dione CN(CCCN1C(NNC1=O)=O)C